FC(C(=O)[O-])(F)F.C[N+]1=NC2=CC=CC=C2C(=C1)C(=O)N[C@@H](C(=O)O)C (2R)-2-[(2-methylcinnolin-2-ium-4-carbonyl)amino]propanoic acid 2,2,2-trifluoroacetate